NCCC[Si](C)(OC)OC 3-Aminopropyl-dimethoxy-methylsilan